BrC=1C=C(C(=C(C(=O)NCC=2C(NC(=CC2C)C)=O)C1)C)N(C)C1CCCCC1 5-bromo-3-(cyclohexyl-(methyl)amino)-N-((4,6-dimethyl-2-oxo-1,2-dihydropyridin-3-yl)methyl)-2-methylbenzamide